BrC=1C=C2C(=C(C(N(C2=CC1F)C)=O)C#N)N1CCC(CC1)C=1OC2=C(N1)C=C(C=C2)C 6-bromo-7-fluoro-1-methyl-4-[4-(5-methyl-1,3-benzooxazol-2-yl)piperidin-1-yl]-2-oxo-1,2-dihydroquinoline-3-carbonitrile